2-{6-cyclopropyl-4-[4-fluoro-2-(4-methyl-1,2,4-triazol-3-yl)phenyl]pyridin-2-yl}-3H-isoindol-1-one C1(CC1)C1=CC(=CC(=N1)N1C(C2=CC=CC=C2C1)=O)C1=C(C=C(C=C1)F)C1=NN=CN1C